(2S,4R)-4-fluoro-N-[(S)-[3-fluoro-4-(1-methylcyclopropyl)phenyl](phenyl)methyl]-1-[2-(1-methyl-1H-indazol-3-yl)acetyl]pyrrolidine-2-carboxamide F[C@@H]1C[C@H](N(C1)C(CC1=NN(C2=CC=CC=C12)C)=O)C(=O)N[C@@H](C1=CC=CC=C1)C1=CC(=C(C=C1)C1(CC1)C)F